C(C)(=O)O[C@@H]1COCC[C@H]1NC1=NN2C(C=N1)=CC=C2C(=C)C(F)(F)F (3S,4R)-4-{[7-(3,3,3-trifluoroprop-1-en-2-yl)pyrrolo[2,1-f][1,2,4]triazin-2-yl]amino}oxan-3-yl acetate